C1(CCCC1)C(C(F)(F)F)NNC(C1=CC=CC=C1)=O N'-(1-cyclopentyl-2,2,2-trifluoro-ethyl)benzoylhydrazine